CN[C@@H](CCCNC(NS(=O)(=O)C1=C(C(=C(C=C1C)OC)C)C)=N)C(=O)O Nalpha-methyl-Nomega-(4-methoxy-2,3,6-trimethylbenzenesulfonyl)-L-arginine